CN1N=CC(=C1)C=1C=C2C=C(N=CC2=CC1)C#CC1CCN(CC1)C 6-(1-methyl-1H-pyrazol-4-yl)-3-((1-methylpiperidin-4-yl)ethynyl)isoquinoline